O.O.C(\C=C\C(=O)O)(=O)O.C(=O)NC1=CC=CC=C1 formanilide fumarate dihydrate